(+/-)-5-methyl-4-oxopiperidine-3-carboxylic acid ethyl ester hydrochloride Cl.C(C)OC(=O)C1CNCC(C1=O)C